5-bromo-3-(3-fluorophenyl)pyridin-2-amine BrC=1C=C(C(=NC1)N)C1=CC(=CC=C1)F